6-(4-(pyridin-4-yl)phenoxy)pyridin-3-amine N1=CC=C(C=C1)C1=CC=C(OC2=CC=C(C=N2)N)C=C1